[4-(5-chlorooxazolo[4,5-b]pyridin-2-yl)piperazin-1-yl]-[4-[1-[(3-methyloxetan-3-yl)methyl]triazol-4-yl]phenyl]methanone ClC1=CC=C2C(=N1)N=C(O2)N2CCN(CC2)C(=O)C2=CC=C(C=C2)C=2N=NN(C2)CC2(COC2)C